CC(=CC\C(=C(/C(=O)O)\C)\C)CCC=C(C)C.C(\C(\C)=C\C)(=O)OC\C=C(/C)\CCC=C(C)C geranyl tiglate (trans-3,7-dimethyl-2,6-octadienyl-2-methylcrotonate)